2-[5-(8-azabicyclo[3.2.1]oct-3-yloxy)pyrazin-2-yl]-5-(1H-pyrazol-4-yl)phenol-Hydrochlorid Cl.C12CC(CC(CC1)N2)OC=2N=CC(=NC2)C2=C(C=C(C=C2)C=2C=NNC2)O